CC1CC2=CC=CC=C2C1 (1S,2S)-2-methyl-2,3-dihydro-1H-inden